ethyl (R)-1-((10-hydroxy-7-azaspiro[4.5]decan-10-yl)methyl)-6-oxo-4-phenyl-1,6-dihydropyridine-3-carboxylate O[C@@]1(CCNCC12CCCC2)CN2C=C(C(=CC2=O)C2=CC=CC=C2)C(=O)OCC